N-[(3R,4R)-1-{(5S)-5-[3-(2,6-difluorophenyl)-5-methylpyridin-2-yl]-4,5-dihydro-1,2-oxazol-3-yl}-4-fluoropyrrolidin-3-yl]-1-fluoromethanesulfonamide FC1=C(C(=CC=C1)F)C=1C(=NC=C(C1)C)[C@@H]1CC(=NO1)N1C[C@H]([C@@H](C1)F)NS(=O)(=O)CF